ClC=1N=C(C2=C(N1)N=C(S2)S(=O)(=O)C)N2CCOCC2 4-(5-chloro-2-(methylsulfonyl)thiazolo[4,5-d]pyrimidin-7-yl)morpholine